CS(=O)(=O)O.N=C1N(NC=CN1)CC dihydro-3(s)-imino-2-ethyl-1,2,4-triazine methanesulphonate